(2-fluoro-4-(5-oxopyrrolidin-2-yl)phenyl)-6-methoxybenzo[d]imidazo[2,1-b]thiazole-7-carboxylic acid FC1=C(C=CC(=C1)C1NC(CC1)=O)C=1N=C2SC3=C(N2C1)C=C(C(=C3)C(=O)O)OC